ClC1=CC(=C2C=C(NC2=C1)C(=O)O)F 6-chloro-4-fluoro-1H-indole-2-carboxylic acid